5-methoxy-1,6-naphthyridin-2-yl trifluoromethanesulfonate FC(S(=O)(=O)OC1=NC2=CC=NC(=C2C=C1)OC)(F)F